N-(5-bromopyridin-2-yl)cyclobutanecarboxamide BrC=1C=CC(=NC1)NC(=O)C1CCC1